FC(C1=NC=C(C=N1)OC1=NC=CC=C1C=1CCN(CC1)C(C=C)=O)(F)F 1-(2-((2-(trifluoromethyl)pyrimidin-5-yl)oxy)-3',6'-dihydro-[3,4'-bipyridin]-1'(2'H)-yl)prop-2-en-1-one